FC=1C(=C2C(=NC1)NC(=N2)C=2C(=NN(C2)C)F)N2CC1CCC(C2)N1C(=O)OC(C)(C)C tert-butyl 3-(6-fluoro-2-(3-fluoro-1-methyl-1H-pyrazol-4-yl)-3H-imidazo[4,5-b]pyridin-7-yl)-3,8-diazabicyclo[3.2.1]octane-8-carboxylate